benzyl ((S)-1-(((S)-1-amino-1-oxo-3-phenylpropan-2-yl)amino)-6-(3-methoxypropanamido)-1-oxohexan-2-yl)carbamate NC([C@H](CC1=CC=CC=C1)NC([C@H](CCCCNC(CCOC)=O)NC(OCC1=CC=CC=C1)=O)=O)=O